C(C)(=O)OC1=C(C=C(C=C1)Br)C1NC(N(C(=C1C(=O)OCC)C)C1=CC(=CC=C1)C(=O)OC)=O ethyl 4-(2-acetoxy-5-bromophenyl)-1-(3-(methoxycarbonyl)phenyl)-6-methyl-2-oxo-1,2,3,4-tetrahydropyrimidine-5-carboxylate